C1(CC1)[C@H](C)N1C(C=CC2=C1N=C(N=C2)N[C@@H](C)C2=CC(=C(C=C2)CN2C[C@H](O[C@H](C2)C)C)F)=O 8-[(1S)-1-Cyclopropylethyl]-2-{[(1S)-1-(4-{[(2R,6S)-2,6-dimethylmorpholin-4-yl]methyl}-3-fluorophenyl)ethyl]amino}pyrido[2,3-d]pyrimidin-7(8H)-on